NC1=NC=CC=2N1C(=NC2C=2CC1CCC(C2)O1)C1=CC=C(CNC(C2=C(C=CC(=C2)F)OC)=O)C=C1 N-(4-(5-amino-1-(8-oxabicyclo[3.2.1]oct-3-en-3-yl)imidazo[1,5-c]pyrimidin-3-yl)benzyl)-5-fluoro-2-methoxybenzamide